OC1=C(C2COC3=CC=C(C(=C3C2)OC)OC)C=CC(=C1)O 2',4'-dihydroxy-5,6-dimethoxyisoflavane